C(CC)NCCCNC(OC(C)(C)C)=O tert-butyl (3-(propylamino)propyl)carbamate